3-(Dibenzylamino)-2-fluoro-propoxyl-pentan-1-amine C(C1=CC=CC=C1)N(CC(COC(CCCC)N)F)CC1=CC=CC=C1